ClC1=CC=C(S1)CNC1=CC(=NN1C(C(CO)(C)C)=O)C1CCN(CC1)S(=O)(=O)C 1-(5-[(5-chlorothiophen-2-yl)methyl]amino-3-(1-methanesulfonylpiperidin-4-yl)-1H-pyrazol-1-yl)-3-hydroxy-2,2-dimethylpropan-1-one